tert-butyl N-[[3-[[3-(4-cyano-2-methoxy-phenoxy)-6-(2,2-difluorocyclopropyl)-5-methyl-pyridazine-4-carbonyl]amino]phenyl]-methyl-oxo-λ6-sulfanylidene]carbamate C(#N)C1=CC(=C(OC=2N=NC(=C(C2C(=O)NC=2C=C(C=CC2)S(=NC(OC(C)(C)C)=O)(=O)C)C)C2C(C2)(F)F)C=C1)OC